BrC=1C(=C(C(=C(C1)C1=CC=CC=C1)OC)[N+](=O)[O-])O 5-bromo-2-methoxy-3-nitro-1,1-biphenyl-4-ol